(S)-N-(5-cyclopropyl-1H-pyrazol-3-yl)-2-(1-(3-(methoxymethyl)phenyl)-1H-pyrazol-4-yl)propanamide methyl-4-(4,4,5,5-tetramethyl-1,3,2-dioxaborolane-2-yl)cyclohex-3-ene-1-carboxylate COC(=O)C1CC=C(CC1)B1OC(C(O1)(C)C)(C)C.C1(CC1)C1=CC(=NN1)NC([C@@H](C)C=1C=NN(C1)C1=CC(=CC=C1)COC)=O